cis-borate B([O-])([O-])[O-]